3-(dimethylamino)-5-iodophenyl (E)-N,N-dimethyl-N'-phenylcarbamimidothioate CN(\C(=N/C1=CC=CC=C1)\SC1=CC(=CC(=C1)I)N(C)C)C